O1CCN(CC1)CC=1C=NC(=NC1)N1CCCCC1 1-(5-(morpholinomethyl)pyrimidin-2-yl)piperidin